(2'-amino-1,1'-biphenyl-2-yl)palladium(i) NC1=C(C=CC=C1)C1=C(C=CC=C1)[Pd]